C=C(C(=O)[O-])Cl The molecule is a monocarboxylic acid anion that is the conjugate base of 2-chloroacrylic acid obtained by deprotonation of the carboxy group. It has a role as a nitric oxide synthase activator. It is a conjugate base of a 2-chloroacrylic acid.